C[C@@H]1CN(C[C@@H](O1)C)C1=CC(N(N=C1)CC=1N(N=NC1C)C=1C=NC(=CC1)C)=O 5-(cis-2,6-dimethylmorpholin-4-yl)-2-((5-methyl-3-(6-methylpyridin-3-yl)triazol-4-yl)methyl)pyridazin-3-one